C(#N)[C@@]1(C(N(C[C@H]1C)C=1C=2N(N=CC1)C=C(C2)C=2C=CC(=NC2)N(C(OC(C)(C)C)=O)C)=O)C2CC2 tert-butyl N-[5-[4-[(3R,4S)-3-cyano-3-cyclopropyl-4-methyl-2-oxopyrrolidin-1-yl]pyrrolo[1,2-b]pyridazin-6-yl]pyridin-2-yl]-N-methylcarbamate